C(OC1=CC=C(C=C1)C1=CC=CC=C1)(OC1=CC=C(C=C1)C1=CC=CC=C1)=O di(biphenyl-4-yl) carbonate